ClC1=NC=CC(=N1)C1=CC2=C(N(C=N2)C)C=C1 5-(2-chloropyrimidin-4-yl)-1-methyl-1H-benzo[d]imidazole